6,7-dichloro-4-(2,2-difluoroethoxy)-3-(1-tetrahydropyran-2-ylpyrazol-4-yl)-1H-indole ClC1=CC(=C2C(=CNC2=C1Cl)C=1C=NN(C1)C1OCCCC1)OCC(F)F